3-Methyl-2,4-pentandiol CC(C(C)O)C(C)O